COC1=CC2=C(N(C(C(CC2)NC(=O)C2=NN(C(=CC2=O)C)C2=CC=CC=C2)=O)C)C=N1 N-(7-methoxy-1-methyl-2-oxo-2,3,4,5-tetrahydro-1H-pyrido[3,4-b]azepin-3-yl)-6-methyl-4-oxo-1-phenyl-1,4-dihydropyridazine-3-carboxamide